C(CCCCCCCCCCCCCCCCC)(=O)OCCCC 4-butyl stearate